(S)-2-(1-amino-2-methylpropyl)-5-bromo-3-phenylquinazolin-4(3H)-one hydrochloride Cl.N[C@@H](C(C)C)C1=NC2=CC=CC(=C2C(N1C1=CC=CC=C1)=O)Br